COC1=CC=C(CN(C=2N=CN(C(C2C(=O)OC)=O)C2=C(C=C(C=C2C)OC)C)CC2=CC=C(C=C2)OC)C=C1 methyl 4-(bis(4-methoxybenzyl)amino)-1-(4-methoxy-2,6-dimethylphenyl)-6-oxo-1,6-dihydropyrimidine-5-carboxylate